(1r,3r,5r,7r)-2-(4-methoxyphenyl)adamantan-2-ol COC1=CC=C(C=C1)C1(C2CC3CC(CC1C3)C2)O